ClC=1C=C(C(=NC1)C1(C=C(C(C(C1)(C)C)=O)C#N)OC)C(F)(F)F 3-[5-chloro-3-(trifluoromethyl)pyridin-2-yl]-3-methoxy-5,5-dimethyl-6-oxocyclohex-1-ene-1-carbonitrile